COC(=O)C=1C=C(NC1C)I 2-iodo-5-methylAzole-4-carboxylic acid methyl ester